BrC=1N(C=C(N1)C)COCC[Si](C)(C)C 2-bromo-4-methyl-1-((2-(trimethylsilyl)ethoxy)methyl)-1H-imidazole